C(#N)[C@H](C[C@H]1C(NCCC1)=O)NC([C@H](CC1CC1)NC(=O)C1=CC=2C(=NC=CC2N1)OC)=O N-[(1S)-2-[[(1S)-1-cyano-2-[(3S)-2-oxo-3-piperidyl]ethyl]amino]-1-(cyclopropylmethyl)-2-oxo-ethyl]-4-methoxy-1H-pyrrolo[3,2-c]pyridine-2-carboxamide